NC1=C2CN(C(C2=CC=C1N(C)[C@H]1[C@H](CCCC1)NC1CCC(CC1)(F)F)=O)C1C(NC(CC1)=O)=O 3-(4-amino-5-(((1R,2S)-2-((4,4-difluorocyclohexyl)amino)cyclohexyl)(methyl)amino)-1-oxoisoindolin-2-yl)piperidine-2,6-dione